4-hydroxy-4-((2-methyl-2H-tetrazol-5-yl)(phenyl)methyl)piperidin OC1(CCNCC1)C(C1=CC=CC=C1)C=1N=NN(N1)C